ClC1=NC(=NC(=C1C=O)NCC1CC1)S(=O)(=O)C 4-chloro-6-(cyclopropylmethyl-amino)-2-methylsulfonyl-pyrimidine-5-carbaldehyde